(2-(2-(2-(2-((3,5'-diallyl-2'-hydroxy-[1,1'-biphenyl]-4-yl)oxy)ethoxy)ethoxy)ethoxy)ethyl)triphenylphosphonium bromide [Br-].C(C=C)C=1C=C(C=CC1OCCOCCOCCOCC[P+](C1=CC=CC=C1)(C1=CC=CC=C1)C1=CC=CC=C1)C1=C(C=CC(=C1)CC=C)O